N1N=C(C=C1)N Pyrazolyl-Ammonia